N-(cis-4-ethoxycyclohexyl)-5-(1-isopropyl-2-methyl-1H-imidazo[4,5-b]pyridin-6-yl)-7H-pyrrolo[2,3-d]pyrimidin-2-amine C(C)O[C@H]1CC[C@H](CC1)NC=1N=CC2=C(N1)NC=C2C=2C=C1C(=NC2)N=C(N1C(C)C)C